ClC1=C(C(=CC=C1)F)CN1C(=NOC1=O)CN1CCCCC1 4-[(2-chloro-6-fluorophenyl)methyl]-3-[(piperidin-1-yl)methyl]-1,2,4-oxadiazol-5(4H)-one